N(=[N+]=[N-])C1=CC=C(C=C1)C1C(C(CC(C1)C(C)(C)C)C1=CC=C(C=C1)N=[N+]=[N-])=O 2,6-bis(4-azidobenzenyl)-4-tert-butylcyclohexanone